BrC=1N=C(SC1S(=O)(=O)C(C)C)N1N=C(C(=C1C(=O)OCC)C1=CC(=CC=C1)F)C ethyl 2-(4-bromo-5-isopropylsulfonyl-thiazol-2-yl)-4-(3-fluorophenyl)-5-methyl-pyrazole-3-carboxylate